FC1=CC(=C(C(=O)OC)C=C1F)NC1=C(C=C(C=C1)F)OC methyl 4,5-difluoro-2-((4-fluoro-2-meth-oxyphenyl)amino)-benzoate